4-fluoro-N-{[6-fluoro-5-(propan-2-yl)pyridin-2-yl](phenyl)methyl}-1-{2-[(methylcarbamoyl)amino]acetyl}pyrrolidine-2-carboxamide FC1CC(N(C1)C(CNC(NC)=O)=O)C(=O)NC(C1=CC=CC=C1)C1=NC(=C(C=C1)C(C)C)F